S(=O)(=O)(O)O.CC1N(CC1NC)C=1C=2N(C3=C(N1)N=CC(=C3)Br)C=NN2 methyl-1-(8-bromopyrido[2,3-e][1,2,4]triazolo[4,3-a]pyrazin-4-yl)-N-methylazetidin-3-amine sulfate salt